(S)-N-(3-(2-chloro-4-(2-(hydroxymethyl)pyrrolidin-1-yl)quinazolin-7-yl)phenyl)acetamide ClC1=NC2=CC(=CC=C2C(=N1)N1[C@@H](CCC1)CO)C=1C=C(C=CC1)NC(C)=O